3-(3-((5-methyl-4-((4-methylbenzylidene)amino)-4H-1,2,4-triazol-3-yl)thio)propoxy)-5,7-dimethoxy-2-(3,4,5-trimethoxyphenyl)-4H-chromen-4-one CC=1N(C(=NN1)SCCCOC1=C(OC2=CC(=CC(=C2C1=O)OC)OC)C1=CC(=C(C(=C1)OC)OC)OC)N=CC1=CC=C(C=C1)C